4-[4-(2-aminoethyl)phenyl]-3-[5-(methoxymethyl)-2,4-dimethylpyrazol-3-yl]oxybenzonitrile NCCC1=CC=C(C=C1)C1=C(C=C(C#N)C=C1)OC=1N(N=C(C1C)COC)C